N1N=C(C=C1)CC=1SC2=C(N(C=3C(N(N=CC32)CC3=NC(=CC=C3)N)=O)C)N1 ((1H-pyrazol-3-yl)methyl)-6-((6-aminopyridin-2-yl)methyl)-4-methyl-4H-thiazolo[5',4':4,5]Pyrrolo[2,3-d]Pyridazin-5(6H)-one